acryloxyhexahydrophthalic acid C(C=C)(=O)OC1(C(=O)O)C(C(=O)O)CCCC1